N2,N2-dihexyl-N5-phenyl-2,5-Pyrimidinediamine C(CCCCC)N(C1=NC=C(C=N1)NC1=CC=CC=C1)CCCCCC